(2S)-2-[(5-nitro-6-phenoxypyridin-2-yl)formylamino]glutaric acid 1,5-diethyl ester C(C)OC([C@H](CCC(=O)OCC)NC(=O)C1=NC(=C(C=C1)[N+](=O)[O-])OC1=CC=CC=C1)=O